C1(=CC=CC=C1)/C(/C=O)=C/CCC (2Z)-2-phenyl-2-hexenal